2-[4-(1-ethyl-4-pyridin-4-yl-1H-pyrazol-3-yl)-phenoxymethyl]-1-methyl-1H-benzimidazole C(C)N1N=C(C(=C1)C1=CC=NC=C1)C1=CC=C(OCC2=NC3=C(N2C)C=CC=C3)C=C1